C(C)(C)C1=C(C(=CC=C1)C(C)C)N=CC1=C(C2=CC=CC=C2C=C1)O 2-(((2,6-Diisopropylphenyl)imino)methyl)naphthalen-1-ol